DL-α-amino-epsilon-caprolactam N[C@H]1C(=O)NCCCC1 |r|